C(=O)O.CC1(CN(CCN1)C1=C2C(=NC=C1)N(CC2)C(=O)NC=2C=CC=1N(N2)C=C(N1)C)C 4-(3,3-dimethylpiperazin-1-yl)-N-(2-methylimidazo[1,2-b]pyridazin-6-yl)-2,3-dihydro-1H-pyrrolo[2,3-b]pyridine-1-carboxamide formate